ClC1=NN2C=3CCCN(C3C=NC2=C1)C1=C(C=C(C=C1)[C@@H](C(F)(F)F)N([S@](=O)C(C)(C)C)C)F (R)-N-[(1S)-1-[4-(4-chloro-2,3,7,10-tetrazatricyclo[7.4.0.02,6]trideca-1(9),3,5,7-tetraen-10-yl)-3-fluoro-phenyl]-2,2,2-trifluoro-ethyl]-N,2-dimethyl-propane-2-sulfinamide